methyl 5-bromo-6-fluoro-2,3-dihydro-1,4-benzodioxine-8-carboxylate BrC1=C(C=C(C=2OCCOC21)C(=O)OC)F